ClC=1C=C(C=CC1F)NC(=O)C=1N2C[C@@H](CC2=C(C1C)C(C(=O)OCC)=O)F ethyl (R)-2-(5-((3-chloro-4-fluorophenyl)carbamoyl)-2-fluoro-6-methyl-2,3-dihydro-1H-pyrrolizin-7-yl)-2-oxoacetate